ClC1=CC=CC2=C1C1=C(O2)C=CC=C1C1=CC=CC=2OC3=C(C21)C(=CC=C3)C3=CC=CC=C3 9-chloro-9'-phenyl-2,3'-bidibenzo[b,d]furan